Methyl (S)-2-(4-(2-acetyl-5-chlorophenyl)-3-methoxy-6-oxopyridazin-1(6H)-yl)-3-phenylbutyrate C(C)(=O)C1=C(C=C(C=C1)Cl)C=1C(=NN(C(C1)=O)[C@H](C(=O)OC)C(C)C1=CC=CC=C1)OC